FC1=C(C=C(C=C1)OC(F)(F)F)CNC(=O)C=1C(=NC=C(C1)C=1C=CC=2N(N1)C=C(N2)NC(CC)=O)OC N-{[2-fluoro-5-(trifluoromethoxy)phenyl]methyl}-2-methoxy-5-{2-propionamidoimidazo[1,2-b]pyridazin-6-yl}pyridine-3-carboxamide